3-[3-(2-ethylpyrazol-3-yl)-5-(8-oxa-3-azabicyclo[3.2.1]oct-3-yl)pyrazolo[1,5-a]pyrimidin-2-yl]benzonitrile C(C)N1N=CC=C1C=1C(=NN2C1N=C(C=C2)N2CC1CCC(C2)O1)C=1C=C(C#N)C=CC1